(1,4-dimethylpiperazin-2-yl)methanol CN1C(CN(CC1)C)CO